C(\C=C/CCCCCCCCCCCC)#N (Z)-2-pentadecenenitrile